BrC1=NN(C(=N1)OCCOC1OCCCC1)CC1=CC=C(C=C1)OC 3-bromo-1-(4-methoxybenzyl)-5-(2-((tetrahydro-2H-pyran-2-yl)oxy)ethoxy)-1H-1,2,4-triazole